FC(C)(F)C=1C=CC2=CN(N=C2C1)C=1C=C2C(=CN1)N(N=C2)CC(C(F)(F)F)(F)F 5-[6-(1,1-difluoroethyl)indazol-2-yl]-1-(2,2,3,3,3-pentafluoropropyl)pyrazolo[3,4-c]pyridine